BrC1=CC(=NC=C1)NC(CCN1CCOC2(CN(C2)C)C1)=O N-(4-bromopyridin-2-yl)-3-{2-methyl-5-oxa-2,8-diazaspiro[3.5]nonan-8-yl}propanamide